P-(4-(5-(chlorodifluoromethyl)-1,2,4-oxadiazol-3-yl)benzyl)-N-isobutyl-P-methylphosphinic amide ClC(C1=NC(=NO1)C1=CC=C(CP(NCC(C)C)(=O)C)C=C1)(F)F